FC(C=1C=NN(C1)CC1CCN(CC1)C(=O)N1C[C@H]2[C@H](OCC(N2)=O)CC1)(F)F (4aS,8aR)-6-(4-((4-(Trifluoromethyl)-1H-pyrazol-1-yl)methyl)piperidine-1-carbonyl)hexahydro-2H-pyrido[4,3-b][1,4]oxazin-3(4H)-one